7-bromo-5-(2-methoxyethoxy)-1,3-dimethyl-1H-indazole BrC=1C=C(C=C2C(=NN(C12)C)C)OCCOC